CN(S(=O)(=O)C(C(C(C(C(C(C(C(F)(F)F)(F)F)(F)F)(F)F)(F)F)(F)F)(F)F)(F)F)CCO N-Methyl-N-(2-hydroxyethyl)perfluorooctanesulfonamide